C(CCCCCCCCCCCCCCC)(=O)OCCCCCCCCCCCCCCCC hexadecyl palmitate